2-(3-pyridinyl)cyclopropanecarboxamide N1=CC(=CC=C1)C1C(C1)C(=O)N